5-Ethynyl-8-methyl-2-((4-(4-methylpiperazin-1-yl)-3-phenethoxyphenyl)amino)pyrido[2,3-d]pyrimidin-7(8H)-one C(#C)C1=CC(N(C=2N=C(N=CC21)NC2=CC(=C(C=C2)N2CCN(CC2)C)OCCC2=CC=CC=C2)C)=O